ethyl-2-methoxy-N-(2-aminoethyl)-1-aza-2-silacyclopentane C(C)[Si]1(N(CCC1)CCN)OC